citrate disodium salt [Na+].[Na+].C(CC(O)(C(=O)O)CC(=O)[O-])(=O)[O-]